BrC1=NN(C(=C1)C1=CC(=CC=C1)Cl)C bromo-5-(3-chlorophenyl)-1-methyl-1H-pyrazole